O1C(OCC1)CCC(C(C)C)N1CC(C1)C=1C=C(C=2N(C1)C(=NC2)C)C2=C(C(=O)N(C(C)C)C(C)C)C=C(C=C2)F 2-(6-{1-[1-(1,3-dioxolan-2-yl)-4-methylpentan-3-yl]azetidin-3-yl}-3-methylimidazo[1,5-a]pyridin-8-yl)-5-fluoro-N,N-di(isopropyl)benzamide